[Si](C)(C)(C(C)(C)C)O[C@@H]1CCN(C[C@H](OC1)C(N[C@@H](CC1=CC=C(C=C1)C=1C=CC2=C(N(C(O2)=O)C)C1)C#N)=O)C(=O)OC(C)(C)C |o1:8| tert-butyl (2S,7R*)-7-[(tert-butyldimethylsilyl)oxy]-2-{[(1S)-1-cyano-2-[4-(3-methyl-2-oxo-2,3-dihydro-1,3-benzoxazol-5-yl)phenyl]ethyl]carbamoyl}-1,4-oxazocane-4-carboxylate